2-bromo-9-(4-tert-butylphenyl-3,5-dimethylpyridin-2-yl)carbazole (E)-9-Tetradecenyl-acetate C(CCCCCCC\C=C\CCCC)CC(=O)O.BrC1=CC=2N(C3=CC=CC=C3C2C=C1)C1=NC=C(C(=C1C)C1=CC=C(C=C1)C(C)(C)C)C